6,7-dimethoxy-9H-pyrimido[4,5-b]Indol-4-amine COC=1C=C2C3=C(NC2=CC1OC)N=CN=C3N